COC1=CC=C(CN2C(C=3N(C=CC(C3C23CCCCC3)=O)C)=O)C=C1 6'-(4-methoxybenzyl)-1'-methylspiro[cyclohexane-1,5'-pyrrolo[3,4-b]pyridine]-4',7'(1'H,6'H)-dione